ClC1=C(C2=C(SC3=C2N=CN=C3N3CC(C3)COC)N=C1)C 8-chloro-4-[3-(methoxymethyl)azetidin-1-yl]-9-methyl-pyrido[3',2':4,5]thieno[3,2-d]pyrimidine